Methyl 2-bromo-5-chloro-3-methoxy-benzoate BrC1=C(C(=O)OC)C=C(C=C1OC)Cl